ClC1=NC=C(C(=O)OC(C)(C)C)C(=C1)N[C@H](C)C#N tert-butyl (R)-6-chloro-4-((1-cyanoethyl)amino)nicotinate